COC(=O)[C@H]1[C@@H](C1)C=1C=NN(C1)[C@@H]1OCCCC1 |&1:12| (±)-trans-2-(1-tetrahydropyran-2-ylpyrazol-4-yl)cyclopropanecarboxylic acid methyl ester